C[NH+]1CC(C1)NC(=O)C=1C=C(C=CC1)[C@@H](CCN1C[C@@H](CC1)C(=O)O)NC(=O)C=1SC2=NC=3CC[C@@H](CC3C=C2N1)C(C)(C)C (3R)-1-[(3R)-3-[3-[(1-methylazetidin-1-ium-3-yl)carbamoyl]phenyl]-3-[[(7S)-7-tert-butyl-5,6,7,8-tetrahydrothiazolo[5,4-b]quinoline-2-carbonyl]amino]propyl]pyrrolidine-3-carboxylic acid